C(C)(C)(C)OC(=O)N1CCC(CC1)=CC1=CC(=C(C=C1)C(F)(F)F)C1=CC=CC=C1 4-[[3-phenyl-4-(trifluoromethyl)phenyl]methylene]piperidine-1-carboxylic acid tert-butyl ester